(1-fluoro-2-methylprop-1-en-1-yl)-1-(1-carbonyl-1,2-dihydro-isoquinolin-5-yl)-5-(trifluoromethyl)-1H-pyrazole-4-carboxamide FC(=C(C)C)C1=NN(C(=C1C(=O)N)C(F)(F)F)C1=C2C=CNC(C2=CC=C1)=C=O